F[C@]1(CN(CC[C@H]1O)C1=NC=CC(=N1)NC=1N=CC2=C(C=CC(=C2C1)[C@H](CO)C)N1CC(C1)OC)C (3S,4R)-3-fluoro-1-(4-((5-((R)-1-hydroxypropan-2-yl)-8-(3-methoxyazetidin-1-yl)isoquinolin-3-yl)amino)pyrimidin-2-yl)-3-methylpiperidin-4-ol